[Na+].FC(C(C(C(C(C(C(=O)[O-])(F)F)(F)F)(F)F)(F)F)(F)F)(F)F tridecafluoroheptanoic acid sodium salt